7,3',4'-trihydroxyisoflavone ethyl-2-(4-amino-1-methyl-1H-pyrazolo[4,3-c]quinoline-8-carbonyl)-1-methyl-2-((5-(trifluoromethyl)pyridin-2-yl)methyl)hydrazine-1-carboxylate C(C)C(N(N(C(=O)O)C)C(=O)C1=CC=2C3=C(C(=NC2C=C1)N)C=NN3C)C3=NC=C(C=C3)C(F)(F)F.OC3=CC=C1C(C(=COC1=C3)C3=CC(=C(C=C3)O)O)=O